O=C1N(C=CC(=C1)C1C(NC(CC1)=O)=O)C1CCNCC1 3-[2-Oxo-1-(piperidin-4-yl)pyridin-4-yl]piperidine-2,6-dione